C(C)(C)(C)OC1=CC=C(O[C@H]2[C@@H](CN(CC2)C2=CC(N(C=3C=CC(=NC23)C#N)C)=O)CC)C=C1 8-((3R,4R)-4-(4-(tert-Butoxy)phenoxy)-3-ethylpiperidin-1-yl)-5-methyl-6-oxo-5,6-dihydro-1,5-naphthyridin-2-carbonitril